ClC1=CC=C(C=C1)C=1C=C(C(N(N1)C=1C=NSC1)=O)C(=O)N[C@@H](C)C(C)(C)O 6-(4-chlorophenyl)-N-[(2S)-3-hydroxy-3-methylbut-2-yl]-3-oxo-2-(1,2-thiazol-4-yl)-2,3-dihydropyridazine-4-carboxamide